BrC=1C(C(=C(C(C1Br)=O)C)C)=O 2,3-dibromo-5,6-dimethyl-1,4-benzoquinone